2-[6-[[4-(trifluoromethylsulfonyl)phenyl]methyl]-2-azaspiro[3.3]heptane-2-carbonyl]-8-oxa-2,5-diazaspiro[3.5]nonan-6-one FC(S(=O)(=O)C1=CC=C(C=C1)CC1CC2(CN(C2)C(=O)N2CC3(C2)NC(COC3)=O)C1)(F)F